2-cyclopentylamino-2,4,6-trimethylcyclotrisiloxane C1(CCCC1)N[Si]1(O[SiH](O[SiH](O1)C)C)C